2-((1-benzylpiperidin-4-yl)methyl)-4-(4-phenylpiperazin-1-yl)pyridazin-3(2H)-one hydrochloride Cl.C(C1=CC=CC=C1)N1CCC(CC1)CN1N=CC=C(C1=O)N1CCN(CC1)C1=CC=CC=C1